ClC1=C(C=CC(=C1)F)C1=CNC(C2=CC(=CC=C12)O[C@@H](C(=O)N1[C@@H](COCC1)C#N)C)=O (R)-4-((R)-2-((4-(2-chloro-4-fluorophenyl)-1-oxo-1,2-dihydroisoquinolin-7-yl)oxy)propanoyl)morpholine-3-carbonitrile